ClC1=C(C(=CC=C1F)Cl)COC=1C=NC(=NC1)N1N=CC(=N1)CO (2-{5-[(2,6-dichloro-3-fluorophenyl)methoxy]pyrimidin-2-yl}-1,2,3-triazol-4-yl)methanol